N2-(3-(5-(1-cyclopropylpiperidin-4-ylsulfonyl)pyridin-2-yl)-1,2,4-thiadiazol-5-yl)-N3,N3-dimethylpyridine-2,3-diamine C1(CC1)N1CCC(CC1)S(=O)(=O)C=1C=CC(=NC1)C1=NSC(=N1)NC1=NC=CC=C1N(C)C